N1CC(CC1)N1N=CC(=C1)C1=CC=C(C=C1)N(C(C)=O)C1CCC(CC1)NC1=NC2=CC=CC=C2C=N1 N-(4-(1-(pyrrolidin-3-yl)-1H-pyrazol-4-yl)phenyl)-N-((1r,4r)-4-(quinazolin-2-ylamino)cyclohexyl)acetamide